(5S,8S)-N-(5,7-dichlorochroman-4-yl)-5-fluoro-8-hydroxy-5,6,7,8-tetrahydroquinoline-5-carboxamide ClC1=C2C(CCOC2=CC(=C1)Cl)NC(=O)[C@]1(C=2C=CC=NC2[C@H](CC1)O)F